2-(beta-naphthoylmethylene)-3-methylbenzothiazoline C1=C(C=CC2=CC=CC=C12)C(=O)C=C1SC2=C(N1C)C=CC=C2